BrC1=CC=CC2=CC=C(C(=C12)Cl)F 4-bromo-5-chloro-6-fluoronaphthalen